CC1=CC(=C(C=C1)S(=O)(=O)N1[C@@H](CCC1)C(=O)OC)CCCCCC=O Methyl ((4-methyl-2-(6-oxohexyl)phenyl)sulfonyl)-L-prolinate